1-(3,3-difluorocyclobutyl)-4-hydroxy-6-oxo-1,6-dihydropyridine-3-carboxylic acid methyl ester COC(=O)C1=CN(C(C=C1O)=O)C1CC(C1)(F)F